NC1=CC=C(N=N1)N1CCC(CC1)C#N 1-(6-Amino-pyridazin-3-yl)-piperidine-4-carbonitrile